FC(OCCNCC=1C=C(C=2N(C(C=CN2)=O)C1)C(F)(F)F)F 7-(((2-(difluoromethoxy)ethyl)amino)methyl)-9-(trifluoromethyl)-4H-pyrido[1,2-a]pyrimidin-4-one